Trans-N-(4-{[6-(5-chloro-2-fluorophenyl)-3-[(2-hydroxyethyl)sulfanyl]pyridazin-4-yl]amino}pyridin-2-yl)-3-[4,4-difluoro-3-(hydroxymethyl)piperidin-1-yl]cyclobutane-1-carboxamide ClC=1C=CC(=C(C1)C1=CC(=C(N=N1)SCCO)NC1=CC(=NC=C1)NC(=O)[C@@H]1C[C@H](C1)N1CC(C(CC1)(F)F)CO)F